BrC=1C=C2C=NC(=NC2=CC1)N1[C@@H]2COC[C@H]1C2 (1R,5S)-6-(6-bromoquinazolin-2-yl)-3-oxa-6-azabicyclo[3.1.1]heptane